tertiary butoxytitanium bismethyl-acetoacetate CC(C(CC(=O)[O-])=O)C.C(C)(C)(C)O[Ti+3].CC(C(CC(=O)[O-])=O)C.CC(C(CC(=O)[O-])=O)C